C12(CC(C1)C2)C2=NN=C(S2)C=2N=NC(=CC2)SC 3-(5-[bicyclo[1.1.1]pentan-1-yl]-1,3,4-thiadiazol-2-yl)-6-(methylsulfanyl)pyridazine